NCCNCCCNCCN N1,N3-bis(2-aminoethyl)propane-1,3-diamine